(R)-N-(3-(4,6-dichloro-1,3,5-triazin-2-yl)-1,2,3,4,4a,5-hexahydrobenzo[b]pyrazino[1,2-d][1,4]oxazin-8-yl)-2-(1,5-dimethyl-3-phenyl-1H-pyrrol-2-yl)-2-oxoacetamide ClC1=NC(=NC(=N1)Cl)N1C[C@H]2N(C3=C(OC2)C=C(C=C3)NC(C(=O)C=3N(C(=CC3C3=CC=CC=C3)C)C)=O)CC1